(E)-4-(dimethylamino)-N-(4-fluoro-3-((2-((1-methyl-1H-pyrazol-4-yl)amino)-5-(phenylethynyl)pyrimidin-4-yl)amino)phenyl)but-2-enamide CN(C/C=C/C(=O)NC1=CC(=C(C=C1)F)NC1=NC(=NC=C1C#CC1=CC=CC=C1)NC=1C=NN(C1)C)C